C(CCCCC)NCCCCCC.P(=O)(OCC(CCCC)CC)(OCC(CCCC)CC)O di(2-ethylhexyl) phosphate di-n-hexylamine salt